isopropyl N-[3-(tert-butylsulfamoyl)-4-(4,4,5,5-tetramethyl-1,3,2-dioxaborolan-2-yl)phenyl]carbamate C(C)(C)(C)NS(=O)(=O)C=1C=C(C=CC1B1OC(C(O1)(C)C)(C)C)NC(OC(C)C)=O